8-(methylamino)-6-{[2-(piperidin-4-ylmethoxy)pyridin-3-yl]amino}imidazo[1,2-b]pyridazine-3-carboxamide CNC=1C=2N(N=C(C1)NC=1C(=NC=CC1)OCC1CCNCC1)C(=CN2)C(=O)N